FC(O[C@H]1CN(CC[C@@H]1N(C(=O)NC=1C(N(C=C(C1)C(F)(F)F)C)=O)C)C=1C=C2C(=NC1)NN=C2)F ((3S,4S)-3-(difluoromethoxy)-1-(1H-pyrazolo[3,4-b]pyridin-5-yl)piperidin-4-yl)-1-methyl-3-(1-methyl-2-oxo-5-(trifluoromethyl)-1,2-dihydropyridin-3-yl)urea